C(#N)C=1C=CC2=CNN=C2C1OC1CN(C1)C(C(=O)OC)COC methyl 2-(3-((6-cyano-2H-indazol-7-yl)oxy)azetidin-1-yl)-3-methoxypropanoate